(2S,5S)-5-((S)-2-Benzoylamino-2-cyclobutyl-acetylamino)-4-oxo-1,2,4,5,6,7-hexahydro-azepino[3,2,1-hi]indole-2-carboxylic acid (1H-[1,2,3]triazol-4-ylmethyl)-amide N1N=NC(=C1)CNC(=O)[C@H]1N2C3=C(C=CC=C3C1)CC[C@@H](C2=O)NC([C@H](C2CCC2)NC(C2=CC=CC=C2)=O)=O